4-{[3-chloro-1-(cyclopropylmethyl)-1H-pyrazol-4-yl]methyl}-1-methyl-1H-pyrazol ClC1=NN(C=C1CC=1C=NN(C1)C)CC1CC1